NC1=C2C(=NC=N1)N(N=C2C2=CC=C(C(=O)NC1=NC=CC(=C1)C)C=C2)CCCCC(=O)NC2=C(C=CC=C2)N 4-(4-Amino-1-(5-((2-aminophenyl)amino)-5-oxopentyl)-1H-pyrazolo[3,4-d]pyrimidin-3-yl)-N-(4-methylpyridin-2-yl)benzamide